9-(4,6-Diphenyl-1,3,5-triazin-2-yl)-2-phenyl-5-(9-phenylcarbazol-3-yl)pyrido[3,4-b]indole-1-on C1(=CC=CC=C1)C1=NC(=NC(=N1)C1=CC=CC=C1)N1C2=C(C3=C(C=CC=C13)C=1C=CC=3N(C4=CC=CC=C4C3C1)C1=CC=CC=C1)C=CN(C2=O)C2=CC=CC=C2